FC(OC=1C=2N(C=C(C1)C(F)(F)F)C[C@]1(N2)CCOC2=C(C(=CC=C21)OC)F)F (S)-8'-(Difluoromethoxy)-8-fluoro-7-methoxy-6'-(trifluoromethyl)-3'H-spiro[chroman-4,2'-imidazo[1,2-a]pyridin]